CC=1N(C2=CC=C(C=C2C1C=1C=NN(C1)C)S(=O)(=O)N)C1=CC=C(C=C1)C(F)(F)F methyl-3-(1-methyl-1H-pyrazol-4-yl)-1-(4-(trifluoromethyl)phenyl)-1H-indole-5-sulfonamide